N[C@H](C(=O)NCC=1C=C2CN(C(C2=CC1)=O)C1C(NC(CC1)=O)=O)[C@@H](C)O (2S,3R)-2-amino-N-((2-(2,6-dioxopiperidin-3-yl)-1-oxoisoindolin-5-yl)methyl)-3-hydroxybutanamide